C(C)OC=1C(=C(C=C(C1)C(C)C)O)C(C)C 3-Ethoxy-2,5-di(propan-2-yl)phenol